6-(4-aminophenoxy)[1,1'-biphenyl]-3-amine NC1=CC=C(OC2=CC=C(C=C2C2=CC=CC=C2)N)C=C1